OC=1C=C(C(=O)N)C(=CC1O)NCC 3,4-dihydroxyl-6-(N-ethylamino)benzamide